2-((2-(((tert-Butoxycarbonyl)(2-(6-methoxy-3-nitropyridin-2-yl)ethyl)amino)-methyl)-4-(trifluoromethoxy)phenyl)amino)-5-fluoro-4-(trifluoromethyl)benzoic acid C(C)(C)(C)OC(=O)N(CCC1=NC(=CC=C1[N+](=O)[O-])OC)CC1=C(C=CC(=C1)OC(F)(F)F)NC1=C(C(=O)O)C=C(C(=C1)C(F)(F)F)F